N1(N=CC=C1)CC1=CC2=C(C(=NO2)NS(=O)(=O)C2=C(C=CC=3C4C(COC32)C4)OC)C(=C1F)OC N-(6-((1H-pyrazol-1-yl)methyl)-5-fluoro-4-methoxybenzo[d]isoxazol-3-yl)-5-methoxy-1,1a,2,7b-tetrahydrocyclopropa[c]benzopyran-4-sulfonamide